ClC=1C(=NC=CC1)C(=O)N1C[C@H]2[C@@H](C1)CN(C2)C2=CC=C(C=N2)C=2C=1N(C=C(C2)OCC)N=CC1C#N 4-(6-((3aR,6aS)-5-(3-chloropicolinoyl)hexahydropyrrolo[3,4-c]pyrrol-2(1H)-yl)pyridin-3-yl)-6-ethoxypyrazolo[1,5-a]pyridine-3-carbonitrile